OC=1C=C(C=C(C1)CCC1=CC(=CC=C1)O)CCC(=O)O 3-(3-hydroxy-5-(3-hydroxyphenylethyl)phenyl)propionic acid